acetoacetate compound with calcium carbonate C([O-])([O-])=O.[Ca+2].C(CC(=O)C)(=O)O